ClC1=C(C=CC(=C1)F)NC=1C(C(C1NCC1=CC=C(C=C1)C1=NOC(=N1)C(F)(F)Cl)=O)=O 3-((2-chloro-4-fluorophenyl)amino)-4-((4-(5-(chlorodifluoromethyl)-1,2,4-oxadiazol-3-yl)benzyl)amino)cyclobut-3-ene-1,2-dione